dimethyl-diphenylmethylene(cyclopentadienyl)(3,6-dimethylfluoren-9-yl)hafnium CC=1C(=C(C=CC1)C(C1=CC=CC=C1)=[Hf](C1C2=CC=C(C=C2C=2C=C(C=CC12)C)C)C1C=CC=C1)C